N1C(=NC2=C1C=CC=C2)C2=CC(=NN2C)NC(=O)C=2C=NC(=CC2)N2C(COCC2)CO N-[5-(1H-benzimidazol-2-yl)-1-methyl-pyrazol-3-yl]-6-[3-(hydroxymethyl)morpholin-4-yl]pyridine-3-carboxamide